CC1=NNC(=C1C1=CC=C(O1)C(=O)NC=1C(=NN(C1)CCOCC)C1=NC=CC=C1)C 5-(3,5-dimethyl-1H-pyrazol-4-yl)-N-(1-(2-ethoxyethyl)-3-(pyridin-2-yl)-1H-pyrazol-4-yl)furan-2-carboxamide